tetrachloro-methyl-choline ClC(C(OC)(Cl)Cl)([N+](C)(C)C)Cl